(2R,3R,4S,5R,6R)-2-(acetoxymethyl)-6-(((2R,3R,4S,5S,6R)-3,4,5-triacetoxy-6-(bromomethyl)tetrahydro-2H-pyran-2-yl)oxy)tetrahydro-2H-pyran-3,4,5-triyl triacetate C(C)(=O)O[C@@H]1[C@H](O[C@@H]([C@@H]([C@H]1OC(C)=O)OC(C)=O)O[C@H]1O[C@H]([C@H]([C@@H]([C@H]1OC(C)=O)OC(C)=O)OC(C)=O)CBr)COC(C)=O